OCCCC(C=1N=NNC1)N(C(CCCO)C=1N=NNC1)C(CCCO)C=1N=NNC1 Tri(3-hydroxypropyl-triazolyl-methyl)amine